diisopropyl chloromethyl phosphate P(=O)(OC(C)C)(OC(C)C)OCCl